2-(((3S,6S,10aS)-3-(6-(1-methyl-2-oxo-1,2-dihydropyridin-4-yl)-5,7-dioxo-4,6-diazaspiro[2.4]heptane-4-carbonyl)-5-oxodecahydropyrrolo[1,2-a]azocin-6-yl)carbamoyl)benzo[b]thiophen CN1C(C=C(C=C1)N1C(N(C2(CC2)C1=O)C(=O)[C@@H]1CC[C@H]2N1C([C@H](CCCC2)NC(=O)C2=CC1=C(S2)C=CC=C1)=O)=O)=O